C(C)[N+]1(CCCC1)CCCO 1-Ethyl-1-(3-hydroxypropyl)pyrrolidin-1-ium